[Na+].ClC=1C=C(C=CC1Cl)S(=O)(=O)[O-] 3,4-dichlorobenzenesulfonic acid sodium salt